C(C)C=1OC(C=NC1)C 2-ethyl-6-methyl-6H-[1,4]oxazin